NCCC=1C=CC(=C(C1)O)OC 5-(2-aminoethyl)-2-methoxyphenol